C(CCCCCCCCCC)NC1CCN(CC1)C 4-undecylamino-1-methylpiperidine